sodium 5'-Inosinate [C@@H]1([C@H](O)[C@H](O)[C@@H](C(O)C(=O)[O-])O1)N1C=NC=2C(O)=NC=NC12.[Na+]